(4-(3-ethyl-4-oxo-3,4-dihydro-phthalazin-1-yl)benzyl)carbamic acid tert-butyl ester C(C)(C)(C)OC(NCC1=CC=C(C=C1)C1=NN(C(C2=CC=CC=C12)=O)CC)=O